(3,4-dihydroxyphenyl)-3'-(4-methoxybenzoyl)-1'-methylspiro[indoline-3,2'-pyrrolidin]-2-one OC=1C=C(C=CC1O)C1(C2(N(CC1)C)C(NC1=CC=CC=C12)=O)C(C1=CC=C(C=C1)OC)=O